ClC=1C=CC(=C(C1)N1CON(CO1)C(C(=O)O)CC1=C(C=C(C=C1)F)F)N1N=NC(=C1)Cl 2-(4-(5-Chloro-2-(4-chloro-1H-1,2,3-triazol-1-yl)phenyl)-2,5-dioxapiperazin-1-yl)-3-(2,4-difluorophenyl)propanoic acid